(5R,8R)-7-(4-fluorobenzyl)-3-(3-methyl-1,2,4-thiadiazol-5-yl)-7,8-dihydro-5,8-dimethyl-[1,2,4]triazolo[4,3-a]pyrazin-6(5H)-one FC1=CC=C(CN2[C@@H](C=3N([C@@H](C2=O)C)C(=NN3)C3=NC(=NS3)C)C)C=C1